C1(=CC=CC=C1)S(=O)(=O)N1C=C(C2=CC=C(C=C12)S(=O)(=O)C(C)C)C1=NC(=NC=C1C(F)(F)F)N[C@@H]1CN(CCC1)C(=O)OC(C)(C)C Tert-butyl (3S)-3-[[4-[1-(benzenesulfonyl)-6-isopropylsulfonyl-indol-3-yl]-5-(trifluoromethyl)pyrimidin-2-yl]amino]piperidine-1-carboxylate